O[C@H](CNC(C1=CC=C(C=C1)C(=O)N1CCOCC1)=O)[C@H]1N(CC2=CC(=CC=C2C1)OCC=1C=NN(C1)COCC[Si](C)(C)C)C(=O)OC(C)(C)C tert-butyl (3S)-3-[(1R)-1-hydroxy-2-[[4-(morpholine-4-carbonyl)benzoyl]amino]ethyl]-7-[[1-(2-trimethylsilylethoxymethyl)pyrazol-4-yl]methoxy]-3,4-dihydro-1H-isoquinoline-2-carboxylate